1-t-butoxycarbonyl-2,5-dihydro-1H-pyrrole-3-boronic acid pinacol ester C(C)(C)(C)OC(=O)N1CC(=CC1)B1OC(C)(C)C(C)(C)O1